[Si](C)(C)(C(C)(C)C)OCC=1C=C(SC1C)C 4-(((tert-butyldimethylsilyl)oxy)methyl)-2,5-dimethylthiophene